N(=C=S)C1=CC=C(CC2N(CCN(CCN(CCN(C2)CC(=O)O)CC(=O)O)CC(=O)O)CC(=O)O)C=C1 p-isothiocyanatobenzyl-1,4,7,10-tetra-azacyclododecane-1,4,7,10-tetraacetic acid